tris(2-(3-methylphenyl)-7-methyl-quinoline) iridium [Ir].CC=1C=C(C=CC1)C1=NC2=CC(=CC=C2C=C1)C.CC=1C=C(C=CC1)C1=NC2=CC(=CC=C2C=C1)C.CC=1C=C(C=CC1)C1=NC2=CC(=CC=C2C=C1)C